(S)-6-(2,3-dihydrobenzo[b][1,4]dioxin-6-yl)-7-fluoro-2-(4-((6-oxo-5-(trifluoromethyl)-1,6-dihydropyridazin-4-yl)amino)pentyl)isoquinolin-1(2H)-one O1C2=C(OCC1)C=C(C=C2)C=2C=C1C=CN(C(C1=CC2F)=O)CCC[C@H](C)NC=2C=NNC(C2C(F)(F)F)=O